CN(CCN(C1=C(C=C(C=C1)NC1=NC=CC(=N1)C1=CNC2=C(C=CC=C12)C)NC(C)=O)C)C N-(2-((2-(dimethylamino)ethyl)(methyl)amino)-5-((4-(7-methyl-1H-indol-3-yl)pyrimidin-2-yl)amino)phenyl)acetamide